6-(6-ethoxypyridin-3-yl)-N-(2-(2-fluoro-5-(1-hydroxyethyl)pyridin-3-yl)ethyl)pyrazine-2-carboxamide C(C)OC1=CC=C(C=N1)C1=CN=CC(=N1)C(=O)NCCC=1C(=NC=C(C1)C(C)O)F